NCN (amino)methylamine